(2S,4S,5R,6R)-2-((4-carboxybenzyl)thio)-6-((1R,2R)-3-(2-(4-chlorophenyl)acetamido)-1,2-dihydroxypropyl)-4-hydroxy-5-(2-hydroxyacetamido)tetrahydro-2H-pyran-2-carboxylic acid C(=O)(O)C1=CC=C(CS[C@]2(O[C@H]([C@@H]([C@H](C2)O)NC(CO)=O)[C@@H]([C@@H](CNC(CC2=CC=C(C=C2)Cl)=O)O)O)C(=O)O)C=C1